3-[4-(2,6-diazaspiro[3.3]heptan-2-yl)phenyl]piperidine-2,6-dione C1N(CC12CNC2)C2=CC=C(C=C2)C2C(NC(CC2)=O)=O